FC(C=1C=C(CN2C=C(C=3C2=NC=CC3)/C=C(/C(=O)OC(C)OC(C)=O)\C#N)C=C(C1)C(F)(F)F)(F)F 1-Acetyloxyethyl (E)-3-(1-(3,5-bis(trifluoromethyl)benzyl)-1H-pyrrolo[2,3-b]pyridin-3-yl)-2-cyanoacrylate